N-(octylaminocarbonylethyl)-N-benzyldimethylammonium fluoride [F-].C(CCCCCCC)NC(=O)CC[N+](CC1=CC=CC=C1)(C)C